6-methyl-N-[(1-methyl-1H-pyrazol-5-yl)methyl]-4-[(1-methylcyclopropyl)amino]furo[2,3-d]pyrimidine-5-carboxamide CC1=C(C2=C(N=CN=C2NC2(CC2)C)O1)C(=O)NCC1=CC=NN1C